2-(thiophen-3-yl)-ethylamine S1C=C(C=C1)CCN